cyclobutane-1,2,3,4-tetraol C1(C(C(C1O)O)O)O